FC(C(=O)N1C(CCC1)C1=C(C=CC=C1)C=1CCNCC1)(F)F 2,2,2-trifluoro-1-(2-(2-(1,2,3,6-tetrahydropyridin-4-yl)phenyl)pyrrolidin-1-yl)ethan-1-one